NC1=NN2C(C=C(C=C2)C=2C=C(C(=NC2C)OC)C(=O)NCC2=CC(=CC(=C2)C(F)(F)F)F)=N1 5-{2-amino-[1,2,4]triazolo-[1,5-a]pyridin-7-yl}-N-{[3-fluoro-5-(trifluoromethyl)-phenyl]methyl}-2-methoxy-6-methylpyridine-3-carboxamide